FC1(C[C@H](CN(C1)C(=O)N1C=NC=C1)N1C(CC(CC1)C)=O)F (3'R)-5',5'-difluoro-1'-(1H-imidazole-1-carbonyl)-4-methyl-[1,3'-bipiperidin]-2-one